2-(4-methylpentyl)-anthraquinone CC(CCCC1=CC=2C(C3=CC=CC=C3C(C2C=C1)=O)=O)C